COC1=CC=2N(C=C1C(=O)NC1=NC(=CC=C1)C(F)(F)F)C=C(N2)CC2COCC2 7-methoxy-2-(tetrahydrofuran-3-ylmethyl)-N-[6-(trifluoromethyl)-2-pyridyl]imidazo[1,2-a]pyridine-6-carboxamide